3-methoxy-4-(2-((4-methoxybenzyl)oxy)ethoxy)benzoic acid COC=1C=C(C(=O)O)C=CC1OCCOCC1=CC=C(C=C1)OC